1-(4-chloro-2-cyanophenyl)-4-{2'-ethoxy-[2,3'-bipyridinyl]-5-yl}-N-[(3S)-1-methylpyrrolidin-3-yl]piperidine-4-carboxamide ethyl-4-chloro-2-(trifluoro-methyl)-pyrimidine-5-carboxylate C(C)OC(=O)C=1C(=NC(=NC1)C(F)(F)F)Cl.ClC1=CC(=C(C=C1)N1CCC(CC1)(C(=O)N[C@@H]1CN(CC1)C)C=1C=CC(=NC1)C=1C(=NC=CC1)OCC)C#N